(1-((3-amino-5-fluorobenzyl)oxy)propan-2-yl)-5-chloro-6,7-dihydro-pyrazolo[1,5-a]pyrimidine NC=1C=C(COCC(C)C2=NN3C(N=C(CC3)Cl)=C2)C=C(C1)F